(1-(5-Bromo-3-cyanopyridin-2-yl)-3-methylazetidin-3-yl)(methyl)carbamic acid tert-butyl ester C(C)(C)(C)OC(N(C)C1(CN(C1)C1=NC=C(C=C1C#N)Br)C)=O